ClC1=C(C(=O)N[C@@H]2CN(C[C@@H]2F)C(=O)C2CC(C2)F)C=CC=C1 2-chloro-N-[(3R,4S)-4-fluoro-1-(3-fluorocyclobutanecarbonyl)pyrrolidin-3-yl]benzamide